3-[4-[(4-chloropyrazol-1-yl)methyl]-3-fluoro-phenyl]-5-(trifluoromethyl)-1,2,4-oxadiazole ClC=1C=NN(C1)CC1=C(C=C(C=C1)C1=NOC(=N1)C(F)(F)F)F